N-(3-(5-((1-(3-(cyanomethyl)-1-methylazetidin-3-yl)-1H-pyrazol-4-yl)oxy)-2-(difluoromethoxy)phenyl)-1-methyl-1H-pyrazol-4-yl)pyrazolo[1,5-a]pyrimidine-3-carboxamide C(#N)CC1(CN(C1)C)N1N=CC(=C1)OC=1C=CC(=C(C1)C1=NN(C=C1NC(=O)C=1C=NN2C1N=CC=C2)C)OC(F)F